2-bromo-7-chlorothiazolo[5,4-c]pyridine BrC=1SC=2C=NC=C(C2N1)Cl